C1=CC=C(C=C1)[C@H](C(=O)O)NC(=O)C2=CC(=CC(=C2)[N+](=O)[O-])[N+](=O)[O-] (R)-(-)-N-(3,5-Dinitrobenzoyl)-α-phenylglycine